5-{3-[1-(4-Amino-7H-pyrrolo[2,3-d]pyrimidin-7-yl)ethyl]-5-chloro-2-methoxy-6-methylphenyl}-N,N-dimethylpyridine-2-carboxamide Trifluoroacetate FC(C(=O)O)(F)F.NC=1C2=C(N=CN1)N(C=C2)C(C)C=2C(=C(C(=C(C2)Cl)C)C=2C=CC(=NC2)C(=O)N(C)C)OC